[N+](#[C-])C(=CC1=CC=CC=C1)S(=O)(=O)C1=CC=C(C)C=C1 1-ISOCYANO-2-PHENYL-1-TOSYLETHENE